N',N'-diethylethane-1,2-diamine C(C)N(CCN)CC